C(C)(=O)OCCCCCCCCCF 9-fluorononyl acetate